(E)-3-methyl-4-(2,6,6-trimethylcyclohex-1-en-1-yl)but-3-en-2-one C/C(/C(C)=O)=C\C1=C(CCCC1(C)C)C